5'-phenyl-(1,1':3',1''-terphenyl)-2'-ol C1(=CC=CC=C1)C=1C=C(C(=C(C1)C1=CC=CC=C1)O)C1=CC=CC=C1